4-(((tert-butoxycarbonyl)amino)methyl)benzamide C(C)(C)(C)OC(=O)NCC1=CC=C(C(=O)N)C=C1